COC(CCC(=O)C1=C(C(=C(C(=C1O)CC1=C(C(=C(C(=C1O)C)OC)C(CCC)=O)O)O)CC1=C(C(=C(C(=C1O)C)OC)C(CCC)=O)O)O)=O 4-(3,5-Bis(3-butyryl-2,6-dihydroxy-4-methoxy-5-methylbenzyl)-2,4,6-trihydroxyphenyl)-4-oxobutanoic acid methyl ester